COCCN(C=1CCC1)CCOC 3-(bis(2-methoxyethyl)amino)cyclobut-3-ene